C(CCCCCCCCCCCCCCCCCCCCCCCCCCCCCCCCCCCCC)(=O)OCCCCCCCCCCCCCCCC hexadecan-1-yl octatriacontanoate